C(C)(C)(C)C1=CC2=C(N=C(N=C2NCC=2OC=CC2)N2CCN(CC2)C)C=N1 6-(tert-butyl)-N-(furan-2-ylmethyl)-2-(4-methylpiperazin-1-yl)pyrido[3,4-d]pyrimidin-4-amine